tert-butyl ((3-aminobenzo[d]isoxazol-6-yl)methyl)carbamate NC1=NOC2=C1C=CC(=C2)CNC(OC(C)(C)C)=O